N1=C(C=CC=C1)C=1C(=C(C=CC1)S)Cl (pyridin-2-yl)-2-chloro-thiophenol